3-(2-bromo-5-fluorophenyl)propanenitrile BrC1=C(C=C(C=C1)F)CCC#N